2'-chloro-N-(6-(3,6-dihydro-2H-pyran-4-yl)thiazolo[4,5-b]pyrazin-2-yl)-5'-methoxy-6-methyl-[4,4'-bipyridine]-3-carboxamide ClC1=NC=C(C(=C1)C1=C(C=NC(=C1)C)C(=O)NC=1SC=2C(=NC=C(N2)C=2CCOCC2)N1)OC